6-(4-(3-(4-chloro-3-fluorophenyl)-1-(pyrimidin-2-ylmethyl)-1H-pyrrolo[2,3-b]pyridine-6-carbonyl)-3,3-dimethylpiperazin-1-yl)-2,4-dimethylnicotinic acid ClC1=C(C=C(C=C1)C1=CN(C2=NC(=CC=C21)C(=O)N2C(CN(CC2)C2=NC(=C(C(=O)O)C(=C2)C)C)(C)C)CC2=NC=CC=N2)F